N1(C(C=CC=C1)=O)C1=CC=NC=C1 [1,4'-bipyridyl]-2-one